CN1CCC(CC1)NC1=CC=C(C=C1)C1C(CC2C(N1)CCC2)C(=O)OC(C)(C)C tert-butyl 2-[4-[(1-methyl-4-piperidyl) amino] phenyl]-2,3,4,4a,5,6,7,7a-octahydro-1H-cyclopenta[b]pyridine-3-carboxylate